n-decyl (n-decyl) phosphonate P(OCCCCCCCCCC)(OCCCCCCCCCC)=O